FC(C1=NN=C(O1)C1=CN=C(S1)CN(S(=O)(=O)CC)C1=NC=C(C=N1)F)F N-[[5-[5-(difluoromethyl)-1,3,4-oxadiazol-2-yl]thiazol-2-yl]methyl]-N-(5-fluoropyrimidin-2-yl)ethanesulfonamide